{4-[2-(morpholin-4-yl)-8-(1H-pyrazol-5-yl)-1,7-naphthyridin-4-yl]phenyl}phosphonic acid methyl ester COP(O)(=O)C1=CC=C(C=C1)C1=CC(=NC2=C(N=CC=C12)C1=CC=NN1)N1CCOCC1